C(C1=CC=CC=C1)N(S(=O)(=O)C1=CC=CC=C1)C#CC=1C(=C(C(=O)O)C=CC1)N1C=CC=C1 3-((N-benzyl-N-benzenesulfonylamino)ethynyl)-2-(1H-pyrrol-1-yl)benzoic acid